C(C)(C)OC(=O)N1CCN(CC1)C1=NC=2N(C=C1)N=CC2C2=CC=CC=1N2C=CN1 4-(3-(imidazo[1,2-a]pyridin-5-yl)pyrazolo[1,5-a]pyrimidin-5-yl)piperazine-1-carboxylic acid isopropyl ester